C1(CCCC1)CCN(C(O)=O)C1=C(C=CC(=C1)C=1SC=CC1)N.C(C)(C)(C)NC=C1C(OC2=CC=CC=C2C1=O)C1=CNC2=CC=C(C=C12)I 3-((tert-butylamino)methylene)-2-(5-iodo-1H-indol-3-yl)chroman-4-one 2-Cyclopentylethyl-(2-amino-5-(thiophen-2-yl)phenyl)carbamate